N-((1R,2R,4S)-7-cyano-7-azabicyclo[2.2.1]heptan-2-yl)-1-(3,5-dichlorophenyl)-3-fluoro-3-pyrrolidinecarboxamide C(#N)N1[C@H]2[C@@H](C[C@@H]1CC2)NC(=O)C2(CN(CC2)C2=CC(=CC(=C2)Cl)Cl)F